2-[2-(dimethylamino)-5-fluoropyridin-4-yl]-1-[(2S)-7-methyl-6-(pyrimidin-2-yl)-3,4-dihydro-1H-spiro[1,8-naphthyridine-2,3'-pyrrolidin]-1'-yl]propan-1-one CN(C1=NC=C(C(=C1)C(C(=O)N1C[C@]2(CC1)NC1=NC(=C(C=C1CC2)C2=NC=CC=N2)C)C)F)C